4,4'-[[2,4-Dihydroxy-5-(hydroxymethyl)-1,3-phenylene]bis(azo)]bis-1-naphthalenesulfonic acid OC1=C(C=C(C(=C1N=NC1=CC=C(C2=CC=CC=C12)S(=O)(=O)O)O)CO)N=NC1=CC=C(C2=CC=CC=C12)S(=O)(=O)O